3-(3-chloro-4-fluorophenyl)-1-(1-(1-oxo-1,2-dihydroisoquinolin-4-yl)ethyl)-1-(thiazol-4-ylmethyl)urea ClC=1C=C(C=CC1F)NC(N(CC=1N=CSC1)C(C)C1=CNC(C2=CC=CC=C12)=O)=O